5-Fluoro-7-(7-fluoro-2-methyl-2H-indazol-5-yl)-3-(piperidin-4-yl)cinnoline FC1=C2C=C(N=NC2=CC(=C1)C1=CC2=CN(N=C2C(=C1)F)C)C1CCNCC1